C(CCCC\C=C/C\C=C/C\C=C/C\C=C/C\C=C/CC)OC(C(=O)O)CC 2-(((6Z,9Z,12Z,15Z,18Z)-henicosa-6,9,12,15,18-pentaen-1-yl)oxy)butanoic acid